1-(5-bromo-3-pyridinyl)-3-chloro-propan-1-one BrC=1C=C(C=NC1)C(CCCl)=O